N-{4-[2-(7-aminopyrazolo[1,5-a]pyrimidin-3-yl)ethynyl]-3-fluoropyridin-2-yl}-5-chloro-2-methoxypyridine-3-sulfonamide NC1=CC=NC=2N1N=CC2C#CC2=C(C(=NC=C2)NS(=O)(=O)C=2C(=NC=C(C2)Cl)OC)F